C1(=CC=CC=C1)[C@@H](C)N |r| rac-α-phenylethylamine